4-[2-[4-(5,5-dioxo-6,11-dihydrobenzo[c][1]benzothiepin-11-yl)piperazin-1-yl]-2-oxo-ethyl]-3,4-dihydro-1H-quinolin-2-one O=S1(CC2=C(C(C3=C1C=CC=C3)N3CCN(CC3)C(CC3CC(NC1=CC=CC=C31)=O)=O)C=CC=C2)=O